5-[5-[[1-[(E)-2-(aminomethyl)-3-fluoro-allyl]-5-oxo-1,2,4-triazol-4-yl]methyl]-2-thienyl]-7-fluoro-isoindol-1-one hydrochloride Cl.NC/C(/CN1N=CN(C1=O)CC1=CC=C(S1)C=1C=C2C=NC(C2=C(C1)F)=O)=C\F